13-(S)-hydroxyoctadecatrienoic acid O[C@H](CCCCCC=CC=CC=CC(=O)O)CCCCC